5-(6-(benzyloxy)pyridazin-3-yl)-3,6-dihydropyridin-1(2H)-carboxylic acid tert-butyl ester C(C)(C)(C)OC(=O)N1CCC=C(C1)C=1N=NC(=CC1)OCC1=CC=CC=C1